perfluorophenyl 7-chloro-2-(4-(3-(difluoromethoxy)azetidin-1-yl)cyclohexyl)-2,4-dimethylbenzo[d][1,3]dioxole-5-carboxylate ClC1=CC(=C(C2=C1OC(O2)(C)C2CCC(CC2)N2CC(C2)OC(F)F)C)C(=O)OC2=C(C(=C(C(=C2F)F)F)F)F